2-(3,4-dimethylbenzyl)-4-isopropylhexahydro-2H-pyrazino[1,2-a]pyrazin-1(6H)-one CC=1C=C(CN2C(C3N(C(C2)C(C)C)CCNC3)=O)C=CC1C